CC1=NN=C2SC(C(NN21)C2=CC=C(C=C2)O)C(C2=C(C=C(C=C2)Cl)Cl)=O 3-methyl-6-(4-hydroxyphenyl)-7-(2,4-dichlorobenzoyl)-6,7-dihydro-5H-[1,2,4]triazolo[3,4-b][1,3,4]thiadiazine